1-(5-(9-(2-methoxyphenyl)-6,7,8,9-tetrahydrobenzo[4,5]imidazo[1,2-a]pyridin-2-yl)pyrimidin-2-yl)piperidin-4-ol COC1=C(C=CC=C1)C1CCCC=2N=C3N(C=C(C=C3)C=3C=NC(=NC3)N3CCC(CC3)O)C21